7-((3aS,4R,6aR)-6-(2-(6-(difluoromethyl)-5-fluoroisoquinolin-8-yl)ethyl)-2,2-dimethyl-3a,6a-dihydro-4H-cyclopenta[d][1,3]dioxol-4-yl)-7H-pyrrolo[2,3-d]pyrimidin-4-amine FC(C=1C(=C2C=CN=CC2=C(C1)CCC1=C[C@H]([C@H]2[C@@H]1OC(O2)(C)C)N2C=CC1=C2N=CN=C1N)F)F